4-((4-(3-(trifluoromethyl)phenyl)cyclohexyl)thio)-1H-1,2,3-triazole-5-carboxylic acid FC(C=1C=C(C=CC1)C1CCC(CC1)SC=1N=NNC1C(=O)O)(F)F